N,N-dimethylaminoneopentanediamine CNN(C(C(C)(C)C)N)NC